OCCS(=O)(=O)NC1=CC(=C(C=C1)NC(C1=CC(=CC=C1)N1CCCCC1)=O)N1CCC2(CC2)CC1 N-(4-((2-hydroxyethyl)sulfonamido)-2-(6-azaspiro[2.5]octan-6-yl)phenyl)-3-(piperidin-1-yl)benzamide